N-(2-((3-phenyl-1H-pyrazol-1-yl)methyl)pyridin-3-yl)methanesulfonamide C1(=CC=CC=C1)C1=NN(C=C1)CC1=NC=CC=C1NS(=O)(=O)C